5-(3-(4-chlorophenyl)cyclobutyl)-1,3,4-thiadiazol-2-amine ClC1=CC=C(C=C1)C1CC(C1)C1=NN=C(S1)N